2-((3aR,6aS)-5-benzylhexahydrocyclopenta[c]pyrrol-2(1H)-yl)-1-(4-hydroxyphenyl)ethanone C(C1=CC=CC=C1)C1C[C@@H]2[C@@H](CN(C2)CC(=O)C2=CC=C(C=C2)O)C1